4-bromophenylketone BrC1=CC=C(C=C1)C(=O)C1=CC=C(C=C1)Br